(1S)-N-(2-(4-(5-fluoropyridin-2-yl)-1,9-dioxaspiro[5.5]undecan-4-yl)ethyl)-2,3-dihydro-1H-inden-1-amine FC=1C=CC(=NC1)C1(CCOC2(C1)CCOCC2)CCN[C@H]2CCC1=CC=CC=C21